6-cyclopropyl-4-(hydroxymethyl)picolinic acid C1(CC1)C1=CC(=CC(=N1)C(=O)O)CO